2,4-nonadien-1-ol C(C=CC=CCCCC)O